C(C)(=O)O[C@H]([C@@H](CNC(C1=CC=C(C=C1)Cl)=O)OC(C)=O)[C@@H]1O[C@](C[C@@H]([C@H]1NC(CF)=O)OC(C)=O)(C(=O)OC)OCC1=C(C(=CC=C1)F)F (1R,2R)-1-((2R,3R,4S,6R)-4-acetoxy-6-((2,3-difluorobenzyl)oxy)-3-(2-fluoroacetamido)-6-(methoxycarbonyl)tetrahydro-2H-pyran-2-yl)-3-(4-chlorobenzamido)propane-1,2-diyl diacetate